N1=C(C=C2N1C=CC=N2)C(=O)N pyrazolo[1,5-a]pyrimidin-2-carboxamid